tert-butyl-(4S)-4-[4-[2-(dimethylcarbamoyl)-7-fluoro-6-[1-(2-methylpropanoyl)-3,6-dihydro-2H-pyridin-5-yl]-1H-indol-4-yl]-3-fluoro-phenyl]-3,3-difluoro-piperidine C(C)(C)(C)N1CC([C@@H](CC1)C1=CC(=C(C=C1)C1=C2C=C(NC2=C(C(=C1)C1=CCCN(C1)C(C(C)C)=O)F)C(N(C)C)=O)F)(F)F